β-butoxypropionamide C(CCC)OCCC(=O)N